ClC1=CC=C2C(=N1)NN=C2[N+](=O)[O-] 6-chloro-3-nitro-1H-pyrazolo[5,4-b]pyridine